BrCC1=CC=C(C=C1)C=1OC(=NN1)SC 2-(4-(bromomethyl)phenyl)-5-(methylthio)-1,3,4-oxadiazole